CO[C@H]1C[C@H](C1)CN[C@@H]1[C@@H](CCCC1)OC=1C=C2CN(C(C2=CC1)=O)C1C(NC(CC1)=O)=O 3-(5-(((1R,2S)-2-(((cis-3-methoxycyclobutyl)methyl)amino)cyclohexyl)oxy)-1-oxoisoindolin-2-yl)piperidine-2,6-dione